COC(CCC1=CC(=C(C(=C1)C(C1=CC(=C(C(=C1)C(C)(C)C)O)C(C)(C)C)=O)O)C(C)(C)C)=O 3-(3-(tert-butyl)-5-(3,5-di-tert-butyl-4-hydroxybenzoyl)-4-hydroxyphenyl)propionic acid methyl ester